1,2-bis(2-fluorophenyl)acetylene carbon [C].FC1=C(C=CC=C1)C#CC1=C(C=CC=C1)F